N-[3-chloro-4-[4-(4-piperidylsulfonyl)piperazine-1-carbonyl]phenyl]-5-(2,3-difluoro-4-methoxy-phenyl)-1-methyl-imidazole-2-carboxamide ClC=1C=C(C=CC1C(=O)N1CCN(CC1)S(=O)(=O)C1CCNCC1)NC(=O)C=1N(C(=CN1)C1=C(C(=C(C=C1)OC)F)F)C